FC(F)(F)C1=NOC=C1C(=O)O (trifluoromethyl)isoxazole-4-carboxylic acid